2-(5-(1H-pyrrol-1-yl)-1H-benzo[d]imidazol-2-yl)ethan-1-amine dihydrochloride Cl.Cl.N1(C=CC=C1)C1=CC2=C(NC(=N2)CCN)C=C1